1-METHYL-PIPERIDINE-2-CARBOXYLIC ACID CN1C(CCCC1)C(=O)O